tert-butyl 3-amino-3-(3-chloro-2-methylphenyl)pyrrolidine-1-carboxylate NC1(CN(CC1)C(=O)OC(C)(C)C)C1=C(C(=CC=C1)Cl)C